sodium carbonate sodium salt [Na+].C([O-])([O-])=O.[Na+]